CN1N=C(C(=C1)NC(=O)C1=CC=CC(=N1)C=1C=NC=C(C1)NC1CCOCC1)C1=NC=CC=C1 N-(1-methyl-3-(pyridin-2-yl)-1H-pyrazol-4-yl)-5'-((tetrahydro-2H-pyran-4-yl)amino)-[2,3'-bipyridine]-6-carboxamide